5-((2-fluoro-5-(1,2,3,6-tetrahydropyridin-4-yl)phenoxy)methyl)-1-methyl-1H-indazole FC1=C(OCC=2C=C3C=NN(C3=CC2)C)C=C(C=C1)C=1CCNCC1